C1=C(C=CC2=CC(=CC=C12)S(=O)(=O)[O-])S(=O)(=O)[O-].[K+].[K+] dipotassium naphthalen-2,6-disulfonate